(+-)-2-((1R,2R,3S,6R,8R)-2-(nitromethyl)tricyclo[4.2.1.03,8]Nonan-2-yl-4,4-d2)Acetic acid tert-butyl ester C(C)(C)(C)OC(C[C@@]1([C@H]2[C@@H]3C[C@@H](CC([C@H]13)([2H])[2H])C2)C[N+](=O)[O-])=O |r|